C(C)(=O)[C@]1([C@@](O[C@@H]([C@]([C@@]1(O)C(C)=O)(O)C(C)=O)COC(C)=O)(S(=O)(=O)N1CC=CC=C1)S)O 2,3,4,6-O-tetraacetyl-1-(pyridin-1-yl)sulfonyl-β-D-mannopyranosyl-sulfan